COC=1C(=CC=2C(=C3C(=NC2C1)CCC3)NC3CCN(CC3)CC)OC N-{6,7-dimethoxy-1H,2H,3H-cyclopenta[b]quinolin-9-yl}-1-ethylpiperidin-4-amine